ClC=1C=C(NC2(CCC3(C(=CC4=CC=CC=C34)CCCOS(=O)(=O)C)CC2)C(=O)OC)C=CC1 methyl (1r,4r)-4-(3-chloroanilino)-2'-{3-[(methanesulfonyl)oxy]propyl}spiro[cyclohexane-1,1'-indene]-4-carboxylate